FC(OC1=C(C=C(C(=O)OC)C=C1)C=O)F methyl 4-(difluoromethoxy)-3-formylbenzoate